4-[3-[2,6-dichloro-4-(1-methylpyrazol-4-yl)benzoyl]-2,4-dihydro-1,3-benzoxazin-8-yl]-2-morpholin-4-ylbenzonitrile ClC1=C(C(=O)N2COC3=C(C2)C=CC=C3C3=CC(=C(C#N)C=C3)N3CCOCC3)C(=CC(=C1)C=1C=NN(C1)C)Cl